NC1=NC(=CC(=N1)N1CCC2(C[C@H](NC2)C(=O)O)CC1)O[C@@H](C(F)(F)F)C1=C(C=C(C=C1)C1=CC=C(C=C1)OCCC)N1N=C(C=C1)C (S)-8-(2-amino-6-((R)-2,2,2-trifluoro-1-(3-(3-methyl-1H-pyrazol-1-yl)-4'-propoxy-[1,1'-biphenyl]-4-yl)ethoxy)pyrimidin-4-yl)-2,8-diazaspiro[4.5]decane-3-carboxylic acid